CC(CC)C1=CC=CC=C1 1-methylpropylbenzene